N1(CCCCC1)C1(CCCCCC1)CN (1-(piperidin-1-yl)cycloheptyl)methanamine